BrC1=CC=C(N(C2=CC=CC=C2)C2=CC=C(C=C2)Br)C=C1 4-bromo-N-(4-bromophenyl)-N-phenylaniline